[K+].S(=O)(=O)(O)C1=CC=C(C(=O)[O-])C=C1 p-sulfobenzoate potassium salt